FC=1C=CC(=C(C1)N1CCN(CC1)C(C(CC(C)=O)C)=O)C 1-[4-(5-fluoro-2-methyl-phenyl)piperazin-1-yl]-2-methyl-pentane-1,4-dione